C1(=CC=CC=C1)[C@@H](C)O |r| (+-)-alpha-phenylethylalcohol